Ethyl 1-(2-methoxyethyl)-1H-1,2,3-triazole-4-carboxylate COCCN1N=NC(=C1)C(=O)OCC